(2'S,3S,4'R,5'R)-6-chloro-4'-(3-chlorophenyl)-1'-ethyl-2'-neopentyl-N-(pyridin-4-yl)spiro[indoline-3,3'-pyrrolidine]-5'-carboxamide ClC1=CC=C2C(=C1)NC[C@@]21[C@@H](N([C@H]([C@@H]1C1=CC(=CC=C1)Cl)C(=O)NC1=CC=NC=C1)CC)CC(C)(C)C